N1=C(N=C2N=CNC2=C1)N PURINEAMINE